C(C1=CC=CC=C1)OC(=O)N1C[C@@H](N(CC1)C=1C2=C(N=C(N1)OC[C@H]1N(CCC1)C)CN(C2)C2=CC(=CC1=CC=CC=C21)OCC2=CC=CC=C2)C (S)-4-(6-(3-(benzyloxy)naphthalen-1-yl)-2-(((S)-1-methylpyrrolidin-2-yl)methoxy)-6,7-dihydro-5H-pyrrolo[3,4-d]pyrimidin-4-yl)-3-methylpiperazine-1-carboxylic acid benzyl ester